4-(2-(2-azidoethoxy)ethoxy)-3-hydroxybenzaldehyde N(=[N+]=[N-])CCOCCOC1=C(C=C(C=O)C=C1)O